C[Si](N(CC)CC)(C)C N-(trimethylsilyl)-N,N-diethylamine